sodium N-phenylglycinate C1(=CC=CC=C1)NCC(=O)[O-].[Na+]